2-(1-(4-(5-chloro-2-(1H-tetrazol-1-yl)phenyl)-5-fluoro-2-oxopyridin-1(2H)-yl)-2-phenylethyl)benzo[d]thiazole-6-carboxylic acid ClC=1C=CC(=C(C1)C1=CC(N(C=C1F)C(CC1=CC=CC=C1)C=1SC2=C(N1)C=CC(=C2)C(=O)O)=O)N2N=NN=C2